1-(3-hydroxy-4-methoxy-5-methylphenyl)ethanone Kalium carbonat C([O-])([O-])=O.[K+].OC=1C=C(C=C(C1OC)C)C(C)=O.[K+]